(2R)-3-(((2,3-bis((3-amino-3-methylbutanoyl)oxy)propoxy)(hydroxy)phosphoryl)oxy)propane-1,2-diyl ditetradecanoate dihydrochloride Cl.Cl.C(CCCCCCCCCCCCC)(=O)OC[C@H](COP(=O)(O)OCC(COC(CC(C)(N)C)=O)OC(CC(C)(C)N)=O)OC(CCCCCCCCCCCCC)=O